2-(morpholine-4-carbonyl)pyrimidine-5-carboxylic acid N1(CCOCC1)C(=O)C1=NC=C(C=N1)C(=O)O